NC1=CC=C(C2=C1OC(O2)(F)F)P(C)(C)=O (7-amino-2,2-difluorobenzo[d][1,3]dioxol-4-yl)dimethylphosphine oxide